cinnoline-carboxylate N1=NC(=CC2=CC=CC=C12)C(=O)[O-]